NC1=C(C=C2C(=N1)C(C=1C(=CC=CC1O2)Cl)=O)OC=2C=CC(=NC2C)N2CCN(CC2)CC2CCN(CC2)C2=CC=C1CN(C(C1=C2)=O)C2C(NC(CC2)=O)=O 3-(6-(4-((4-(5-((2-amino-9-chloro-10-oxo-10H-chromeno[3,2-b]pyridin-3-yl)oxy)-6-methylpyridin-2-yl)piperazin-1-yl)methyl)piperidin-1-yl)-1-oxoisoindolin-2-yl)piperidine-2,6-dione